tert-Butyl (2R,4S)-4-(benzyloxy)-2-((3-(((R)-1,1-difluoropropan-2-yl)oxy)-4-fluoro-2-(methoxycarbonyl)-5-methylphenoxy)methyl)pyrrolidin-1-carboxylate C(C1=CC=CC=C1)O[C@H]1C[C@@H](N(C1)C(=O)OC(C)(C)C)COC1=C(C(=C(C(=C1)C)F)O[C@@H](C(F)F)C)C(=O)OC